N-(2,2-diethoxyethyl)-5-hydroxy-N-(4-methoxyphenyl)-1-(6-methylpyridin-2-yl)-1H-pyrazole-3-carboxamide C(C)OC(CN(C(=O)C1=NN(C(=C1)O)C1=NC(=CC=C1)C)C1=CC=C(C=C1)OC)OCC